Ethyl 2-(4-((2,5-dioxo-3-(4-(trifluoromethyl)phenyl) imidazolin-1-yl)methyl)-2,6-dimethylphenoxy)butyrate O=C1N(C(CN1C1=CC=C(C=C1)C(F)(F)F)=O)CC1=CC(=C(OC(C(=O)OCC)CC)C(=C1)C)C